ethylenediaminetetraacetic acid lithium [Li].C(CN(CC(=O)O)CC(=O)O)N(CC(=O)O)CC(=O)O